Methyl (E)-4-{[4-(10-benzyl-3-chloro-11-oxo-10,11-dihydro-5H-dibenzo[b,e][1,4]diazepin-5-yl)butyl](methyl)amino}but-2-enoate maleate C(\C=C/C(=O)O)(=O)O.C(C1=CC=CC=C1)N1C2=C(N(C3=C(C1=O)C=CC(=C3)Cl)CCCCN(C/C=C/C(=O)OC)C)C=CC=C2